methyl(triphenylphosphoranylidene)acetate COC(C=P(C1=CC=CC=C1)(C1=CC=CC=C1)C1=CC=CC=C1)=O